F[C@@H]1[C@@]2(C1)CNC(C1=CC=C(C=C12)C(F)(F)F)=O (2's,4r)-2'-fluoro-6-(trifluoromethyl)spiro[2,3-dihydroisoquinoline-4,1'-cyclopropane]-1-one